(S,E)-2-(1-((2-Cyanophenyl)sulfonyl)pyrrolidin-2-yl)-N-((1,2,3,5,6,7-hexahydro-s-indacen-4-yl)carbamoyl)ethensulfonamid C(#N)C1=C(C=CC=C1)S(=O)(=O)N1[C@@H](CCC1)/C=C/S(=O)(=O)NC(NC1=C2CCCC2=CC=2CCCC12)=O